30-bromo-1-triacontene BrCCCCCCCCCCCCCCCCCCCCCCCCCCCCC=C